COC1(C=O)CC=C(C=C1)OC 1,4-dimethoxybenzaldehyde